(4aR,8aS)-6-[6-[(2-fluoro-6-hydroxy-phenyl)methyl]-2-azaspiro[3.3]heptane-2-carbonyl]-4,4a,5,7,8,8a-hexahydropyrido[4,3-b][1,4]oxazin-3-one FC1=C(C(=CC=C1)O)CC1CC2(CN(C2)C(=O)N2C[C@@H]3[C@@H](OCC(N3)=O)CC2)C1